O=C1NC(CCC1NC1=CC(=C(C=C1)C1C(CN(CC1)CCC1CCN(CC1)C(=O)OC(C)(C)C)(F)F)F)=O tert-butyl 4-[2-[4-[4-[(2,6-dioxo-3-piperidyl)amino]-2-fluoro-phenyl]-3,3-difluoro-1-piperidyl]ethyl]piperidine-1-carboxylate